ClC=1C=CC=2C(=NC=C(N2)N2CCC(CC2)(N)C)N1 1-(6-chloropyrido[2,3-b]pyrazin-2-yl)-4-methylpiperidin-4-amine